N-((3R,4S)-3-fluoro-1-(3-methyloxetan-3-yl)piperidin-4-yl)-4-methoxy-5-(quinolin-6-yl)pyrrolo[2,1-f][1,2,4]triazin-2-amine F[C@@H]1CN(CC[C@@H]1NC1=NN2C(C(=N1)OC)=C(C=C2)C=2C=C1C=CC=NC1=CC2)C2(COC2)C